C=1N=CN2C1C(=NC=C2)N2CCC1(CN(C(N1)=O)CC(=O)O)CC2 2-(8-(Imidazo[1,5-a]pyrazin-8-yl)-2-oxo-1,3,8-triazaspiro[4.5]decan-3-yl)acetic acid